6-bromo-7-chloro-5-(2,6-difluorophenyl)-3H-1,4-benzodiazepin-2-amine BrC1=C(C=CC2=C1C(=NCC(=N2)N)C2=C(C=CC=C2F)F)Cl